CC(CCCC(C)O)C 6-methyl-2-heptanol